8-isopropyl-N4-(4-(pyridin-4-yloxy)benzyl)-N2-(tetrahydro-2H-pyran-4-yl)pyrazolo[1,5-a][1,3,5]triazine-2,4-diamine C(C)(C)C=1C=NN2C1N=C(N=C2NCC2=CC=C(C=C2)OC2=CC=NC=C2)NC2CCOCC2